2-(4-((2-(2-methoxyethoxy)acetamido)methyl)piperidin-1-yl)thiazoleN COCCOCC(=O)NCC1CCN(CC1)N1SCC=C1